OC[C@@H](C)NC1=NC(=CC(=C1)C=1C=C(C=CC1C)NC(=O)N1C[C@@H](CC1)CC(F)(F)F)C1COCC1 (3S)-N-[3-(2-[[(2R)-1-hydroxypropan-2-yl]amino]-6-(oxolan-3-yl)pyridin-4-yl)-4-methylphenyl]-3-(2,2,2-trifluoroethyl)pyrrolidine-1-carboxamide